(3R)-1-(7-Bromo-2'-(methylsulfonyl)-3,4,5',8'-tetrahydro-2H-spiro[naphthalene-1,7'-pyrano[4,3-d]pyrimidin]-4'-yl)-3-methylpiperidin-3-ol BrC1=CC=C2CCCC3(CC=4N=C(N=C(C4CO3)N3C[C@@](CCC3)(O)C)S(=O)(=O)C)C2=C1